OCCN1N=CC(=C1)NC1CC2(C1)CCN(CC2)C(=O)C2=CN=C1C=CC(=CN21)C(F)(F)F {2-[1-(2-hydroxyethyl)-4-pyrazolylamino]-7-aza-7-spiro[3.5]nonyl}[5-(trifluoromethyl)-1,3a-diaza-3-indenyl]methanone